2-hydroxy-3,3-dimethyl-4-oxobutyrate OC(C(=O)[O-])C(C=O)(C)C